stearoyl-2-lactyllactic acid C(CCCCCCCCCCCCCCCCC)(=O)CC(C(=O)O)(O)C(C(O)C)=O